tert-Butyl (3S,4S)-4-(4-bromo-5-methyl-triazol-1-yl)-3-fluoro-piperidine-1-carboxylate BrC=1N=NN(C1C)[C@@H]1[C@H](CN(CC1)C(=O)OC(C)(C)C)F